methyl (R)-3-(((3-(3,3-difluorobutyl)-5-(4-fluorobicyclo[2.2.2]octan-1-yl)-2-methyl-7-(methylthio)-1,1-dioxido-2,3,4,5-tetrahydrobenzo[f][1,2,5]thiadiazepin-8-yl)oxy)methyl)picolinate FC(CC[C@H]1N(S(C2=C(N(C1)C13CCC(CC1)(CC3)F)C=C(C(=C2)OCC=2C(=NC=CC2)C(=O)OC)SC)(=O)=O)C)(C)F